2-(2H-benzotriazol-2-yl)4,6-bis(1,1-dimethylpropyl)phenol N=1N(N=C2C1C=CC=C2)C2=C(C(=CC(=C2)C(CC)(C)C)C(CC)(C)C)O